3-((3S,4R)-3-methyl-6-(7H-pyrrolo[2,3-d]pyrimidin-4-yl)-1,6-diazaspiro[3.4]octan-1-yl)-3-oxopropanenitrile C[C@H]1CN([C@@]12CN(CC2)C=2C1=C(N=CN2)NC=C1)C(CC#N)=O